FC=1C=CC2=C(C3=C(C(OC2)=O)C=CC(=C3)SCCC)C1 10-fluoro-2-(propylthio)dibenzo[c,e]oxepin-5(7H)-one